FC(S(=O)(=O)OC1(C(=CC=CC1)C1=CC=CC=C1)OS(=O)(=O)C(F)(F)F)(F)F 2,2-bis(trifluoromethanesulfonyloxy)-1,1-biphenyl